O=C(/C(=C/C(=O)OCC)/C1=CC=CC=C1)NC1=CC=CC=C1 Ethyl (E)-4-oxo-3-phenyl-4-(phenylamino)but-2-enoate